C1(CC1)COCC1=C(OC=C1)C1=CC(=C(OCCCC(=O)O)C(=C1)F)F 4-[4-[3-(cyclopropylmethoxymethyl)-2-furyl]-2,6-difluoro-phenoxy]butanoic acid